(R)-((6-(6-methoxy-1H-pyrrolo[2,3-b]pyridin-4-yl)-4-(3-methylmorpholino)pyridin-2-yl)imino)dimethyl-λ6-sulfanone COC1=CC(=C2C(=N1)NC=C2)C2=CC(=CC(=N2)N=S(=O)(C)C)N2[C@@H](COCC2)C